(7-(2-(4-(6-fluorobenzothiophen-4-yl)piperazin-1-yl)ethyl)-2-oxo-3,4-dihydroquinoline-1(2H)-yl)methylbutyl carbonate C(OC(CCC)CN1C(CCC2=CC=C(C=C12)CCN1CCN(CC1)C1=CC(=CC2=C1C=CS2)F)=O)([O-])=O